NC1=NC(=CC(=N1)N1CCC2(C[C@H](NC2)C(=O)O)CC1)O[C@@H](C(F)(F)F)C1=C(C=C(C=C1)C1=CC=C2C=CC=NC2=C1)N1N=C(C=C1)C (S)-8-(2-amino-6-((R)-2,2,2-trifluoro-1-(2-(3-methyl-1H-pyrazol-1-yl)-4-(quinolin-7-yl)phenyl)ethoxy)pyrimidin-4-yl)-2,8-diazaspiro[4.5]decane-3-carboxylic acid